[I-].N1(CCCCC1)C(=O)OC[N+]1=CC=CC=C1 1-(((piperidine-1-carbonyl)oxy)methyl)pyridin-1-ium iodide